1,4-Bis(triethoxysilylbutyl)benzene C(C)O[Si](OCC)(OCC)CCCCC1=CC=C(C=C1)CCCC[Si](OCC)(OCC)OCC